N1(CCNCC1)CCCCCCCCCCCN 11-(piperazin-1-yl)undecan-1-amine